BrC(C)C=1C=C(C(NN1)=O)C(F)(F)F 6-(1-Bromoethyl)-4-(trifluoromethyl)pyridazin-3(2H)-one